1-(3-ethynyl-5-fluoro-1H-indol-2-yl)pentan-1-one C(#C)C1=C(NC2=CC=C(C=C12)F)C(CCCC)=O